4-(2-nitrophenyl)butanoic acid [N+](=O)([O-])C1=C(C=CC=C1)CCCC(=O)O